C(=C)C1CC=NO1 5-vinyl-4H-isoxazole